OCC1=C2C(=NC(=C1)C(=O)OC)C(CC2)(C)C methyl 4-(hydroxymethyl)-7,7-dimethyl-6,7-dihydro-5H-cyclopenta[b]pyridine-2-carboxylate